NC=1N=C(C=C2C=C(N=CC12)NC(=O)C1CC12CN(C2)C2=NC=CC=C2C#N)C=2C=NC=CC2C N-[8-amino-6-(4-methyl-3-pyridyl)-2,7-naphthyridin-3-yl]-5-(3-cyano-2-pyridinyl)-5-azaspiro[2.3]Hexane-2-carboxamide